(R)-3-amino-N-methyl-4-(naphthalen-1-yl)butanamide N[C@@H](CC(=O)NC)CC1=CC=CC2=CC=CC=C12